C(C)OC(CC(C(F)(F)F)=O)=O 4,4,4-trifluoro-3-oxo-butyric acid ethyl ester